CN(CC(COCCCCCCCC\C=C/C\C=C/C\C=C/CC)OCCCCCCCC\C=C/C\C=C/C\C=C/CC)C N,N-dimethyl-2,3-bis(((9Z,12Z,15Z)-octadeca-9,12,15-trien-1-yl)oxy)propan-1-amine